C1(CC1)OC1=NC(=NC=C1)NCC1=C(C=NN1C)C1=NC=C(C(=N1)CC)OC1CCCCC1 (1S,3S)-3-((2-(5-(((4-Cyclopropoxypyrimidin-2-yl)amino)methyl)-1-methyl-1H-pyrazol-4-yl)-4-ethylpyrimidin-5-yl)oxy)cyclohexan